2-(2-Amino-2-methylpropanoyl)-7-((3,4-difluorobenzyl)oxy)-3,4,11,11a-tetrahydro-1H-pyrazino[1',2':3,4]imidazo[1,2-c]pyrimidin-9(2H)-one NC(C(=O)N1CC2N(C=3N(C(N=C(C3)OCC3=CC(=C(C=C3)F)F)=O)C2)CC1)(C)C